C(C)(=O)N1[C@@H](CN(CC1)C(C=C)=O)C1=CC(=NC(=C1)Cl)C1=CC(=NC(=N1)C(F)(F)F)C(=O)NC (R)-6-(4-(1-acetyl-4-acryloylpiperazin-2-yl)-6-chloropyridin-2-yl)-N-methyl-2-(trifluoromethyl)pyrimidine-4-carboxamide